(l)-3-((4-amino-6-chloropyrimidin-5-yl)oxy)azetidine-1-carboxylic acid tert-butyl ester C(C)(C)(C)OC(=O)N1CC(C1)OC=1C(=NC=NC1Cl)N